NC(C#N)C=1C(=NC=CC1)C 2-amino-2-(2-methylpyridin-3-yl)acetonitrile